C(=C/C(=O)[O-])\\C=C/C(=O)[O-] The molecule is a muconate that is the dianion obtained by the deprotonation of both the carboxy groups of cis,trans-muconic acid. It has a role as a human xenobiotic metabolite. It is a muconate and a dicarboxylic acid dianion. It is a conjugate base of a cis,trans-muconic acid.